C(C)(=O)OC[C@H]1O[C@H]([C@@H]([C@@H]1F)OC(C)=O)N1C2=NC(=NC=C2N(C1=O)CC1=NN=NN1)N ((2R,3R,4S,5R)-5-(7-((1H-tetrazol-5-yl)methyl)-2-amino-8-oxo-7,8-dihydro-9H-purin-9-yl)-4-acetoxy-3-fluorotetrahydrofuran-2-yl)methyl acetate